CN1C=CC2=C1N=CC=C2C(=O)NC2CCC(CC2)NC2=CC=CC=1N2C=C(N1)C(F)F 1-methyl-N-[(1s,4s)-4-{[2-(difluoromethyl)imidazo[1,2-a]pyridin-5-yl]amino}cyclohexyl]-1H-pyrrolo[2,3-b]pyridine-4-carboxamide